ClC1=CC=C(O[C@@H]2[C@H]([C@H]([C@@H](C2)N2C=3NC=N/C(/C3N=C2)=N/N)O)O)C=C1 (1S,2S,3S,5R)-3-(4-chlorophenoxy)-5-((E)-6-hydrazineylidene-3,6-dihydro-9H-purin-9-yl)cyclopentane-1,2-diol